(R)-N-cyclopropyl-5-(4-(4-(difluoromethoxy)pyrazolo[1,5-a]pyridin-2-yl)-1,4,6,7-tetrahydro-5H-imidazo[4,5-c]pyridin-5-yl)pyrazine-2-carboxamide C1(CC1)NC(=O)C1=NC=C(N=C1)N1[C@H](C2=C(CC1)NC=N2)C2=NN1C(C(=CC=C1)OC(F)F)=C2